5,14-diethyl-8,11-dimethyloctadeca-9-yne-8,11-diol C(C)C(CCCC)CCC(C#CC(CCC(CCCC)CC)(O)C)(O)C